2-[4-[3-(2-Hydroxyphenyl)-3-oxoprop-1-enyl]phenoxy]-2-methylpropanoic acid OC1=C(C=CC=C1)C(C=CC1=CC=C(OC(C(=O)O)(C)C)C=C1)=O